5,7-dihydroxy-1,4-naphthoquinone OC1=C2C(C=CC(C2=CC(=C1)O)=O)=O